OC1=C2C(C(=C(OC2=CC(=C1)O)C1=CC=C(C=C1)O)O[C@@H]1O[C@@H]([C@H]([C@@H]([C@H]1O)O)O)CO)=O 5,7-dihydroxy-2-(4-hydroxyphenyl)-3-[(2S,3R,4S,5S,6R)-3,4,5-trihydroxy-6-(hydroxymethyl)oxan-2-yl]oxychromen-4-one